C(C)(C)(C)OC(=O)N1CC(C1)C1=CC=C(C=C1)N1C(C[C@H](CC1)C(F)(F)F)=O.CN1C[C@H]([C@H](C1)OCCCCCCCC)OCCCCCCCC\C=C/C\C=C/CCCCC |o1:20| cis-1-methyl-3-[(9Z,12Z)-octadec-9,12-dien-1-yloxy]-4-(octyloxy)pyrrolidine Tert-Butyl-3-[4-[(4S) or (4R)-2-oxo-4-(trifluoromethyl)-1-piperidyl]phenyl]azetidine-1-carboxylate